FC1=C(C=CC=C1C(=O)NCC=1C(NC(=CC1C)C)=O)C1=CC=CC=C1 Fluoro-N-((4,6-dimethyl-2-oxo-1,2-dihydropyridin-3-yl)methyl)-[1,1'-biphenyl]-3-carboxamide